NC1CCC2=C1C=C(C=1C=C(N=NC21)Cl)S(=O)(=O)NCC(C)(C)F 7-amino-3-chloro-N-(2-fluoro-2-methyl-propyl)-8,9-dihydro-7H-cyclopenta[h]Cinnoline-5-sulfonylAmine